NC1=NC=CC=C1C(C#CC1=CC=C(C(=O)OC)C=C1)=O methyl 4-(3-(2-aminopyridin-3-yl)-3-oxoprop-1-yn-1-yl)benzoate